[(2-{[3-(4-methyl-1H-benzimidazol-2-yl)piperidin-1-yl]carbonyl}phenyl)amino]acetic acid CC1=CC=CC=2NC(=NC21)C2CN(CCC2)C(=O)C2=C(C=CC=C2)NCC(=O)O